5-(2-((1R,6R)-6-aminocyclohex-3-en-1-yl)-5-chloro-7-(methyl(thiophen-2-ylmethyl)amino)thieno[3,2-b]pyridin-3-yl)pent-4-yn-1-ol N[C@@H]1CC=CC[C@H]1C1=C(C2=NC(=CC(=C2S1)N(CC=1SC=CC1)C)Cl)C#CCCCO